C(=O)O.NC1=CC(=NC=C1)C 4-amino-2-methylpyridine formate